palmitoyl-asparagine C(CCCCCCCCCCCCCCC)(=O)N[C@@H](CC(N)=O)C(=O)O